5-fluoro-N-methylisoindoline-2-carboxamide FC=1C=C2CN(CC2=CC1)C(=O)NC